FCC=1N(C(C=2NC(=NC2N1)C=1C=NN(C1)CC1=CC(=NC=C1)C(F)(F)F)=O)CCC 2-Fluoromethyl-1-propyl-8-[1-(2-trifluoromethyl-pyridin-4-ylmethyl)-1H-pyrazol-4-yl]-1,7-dihydro-purin-6-one